C1(CCCC1)C(=O)ONC1=C2C(=NC=C1[N+](=O)[O-])N(C=C2)S(=O)(=O)C2=CC=CC=C2 ((5-nitro-1-(phenylsulfonyl)-1H-pyrrolo[2,3-b]pyridin-4-yl) amino) cyclopentane-1-carboxylate